tert-butyl 7-[8-fluoro-6-(6-methoxy-2-methylindazol-5-yl)-1-oxoisoquinolin-2-yl]-4-azaspiro[2.5]octane-4-carboxylate FC=1C=C(C=C2C=CN(C(C12)=O)C1CCN(C2(CC2)C1)C(=O)OC(C)(C)C)C1=CC2=CN(N=C2C=C1OC)C